NCCC1=CC=C(C=N1)C1=C(C=C(C#N)C=C1)OC1=CN=NC(=C1)Cl 4-[6-(2-aminoethyl)pyridin-3-yl]-3-(6-chloropyridazin-4-yl)oxybenzonitrile